The molecule is a member of the class of pyridine N-oxides obtained by oxidation of the pyridine nitrogen of (S)-nicotine. It is a member of pyridine N-oxides and a N-alkylpyrrolidine. It derives from a (S)-nicotine. CN1CCC[C@H]1C2=C[N+](=CC=C2)[O-]